C=1(C(=CC(=CC1)C(=O)OCCCCOC=C)C(=O)OCCCCOC=C)C(=O)OCCCCOC=C Tris[4-(vinyloxy)butyl] 1,2,4-benzenetricarboxylate